3-[[7-(5-methyl-1,2,4-oxadiazol-3-yl)-1-isoquinolyl]amino]-N-(7-propoxy-1,3-benzothiazol-2-yl)cyclobutanecarboxamide CC1=NC(=NO1)C1=CC=C2C=CN=C(C2=C1)NC1CC(C1)C(=O)NC=1SC2=C(N1)C=CC=C2OCCC